(R)-4-(2-(2-(6-(4-(1-(3-(1-methyl-4-(5-(pyridin-4-yl)-4H-1,2,4-triazol-3-yl)piperidin-4-ylamino)benzamido)ethyl)phenoxy)hexyloxy)ethoxy)ethoxy)butanoic acid CN1CCC(CC1)(C1=NN=C(N1)C1=CC=NC=C1)NC=1C=C(C(=O)N[C@H](C)C2=CC=C(OCCCCCCOCCOCCOCCCC(=O)O)C=C2)C=CC1